N-(3-(5-Fluoropyridin-2-yl)-4-(trifluoromethyl)phenyl)-6-azabicyclo[3.1.1]heptane-6-carboxamide FC=1C=CC(=NC1)C=1C=C(C=CC1C(F)(F)F)NC(=O)N1C2CCCC1C2